4-cinnamoylaminobutyl (1e)-2-methylbut-3-enoate CC(C(=O)OCCCCNC(C=CC1=CC=CC=C1)=O)C=C